Bicyclo[2.2.1]heptan-2,3-dicarboximid C12C3C(C(CC1)C2)C(NC3=O)=O